4-methylthio-3,5-dimethylphenol CSC1=C(C=C(C=C1C)O)C